ethyl [4-chloro-2-(4-fluoroanilino)-1,3-thiazol-5-yl](oxo)acetate ClC=1N=C(SC1C(C(=O)OCC)=O)NC1=CC=C(C=C1)F